9-(2,2-difluorovinyl)anthracene FC(=CC=1C2=CC=CC=C2C=C2C=CC=CC12)F